2-fluoro-N-methyl-1'-((4-oxo-4,5-dihydropyrrolo[1,2-a]quinoxalin-7-yl)methyl)-1',2',3',6'-tetrahydro-[3,4'-bipyridine]-6-carboxamide FC1=NC(=CC=C1C=1CCN(CC1)CC=1C=C2NC(C=3N(C2=CC1)C=CC3)=O)C(=O)NC